(S)-(1,3-dimethyl-1H-1,2,4-triazol-5-yl)(4-(4-methoxypyrazolo[1,5-a]pyridin-2-yl)-6,7-dihydro-1H-imidazo[4,5-c]pyridin-5(4H)-yl)methanone CN1N=C(N=C1C(=O)N1[C@@H](C2=C(CC1)NC=N2)C2=NN1C(C(=CC=C1)OC)=C2)C